tert-butyl 4-[3-methyl-1-(1-methyl-2,6-dioxo-3-piperidyl)-2-oxo-benzimidazol-5-yl]piperidine-1-carboxylate CN1C(N(C2=C1C=C(C=C2)C2CCN(CC2)C(=O)OC(C)(C)C)C2C(N(C(CC2)=O)C)=O)=O